BrC1=C(C=C(OC[C@H](CC2CCNCC2)C)C=C1)C 4-[(2S)-3-(4-bromo-3-methyl-phenoxy)-2-methyl-propyl]piperidine